5-formamido-1H-7-azaindole C(=O)NC=1C=C2C=CNC2=NC1